N-methyl-N-(2-hydroxypropyl)-p-methylaniline CN(C1=CC=C(C=C1)C)CC(C)O